CC(=CCCC)C dimethyl-1-pentene